C(C)S(=O)(=O)C1=CC=C(C=C1)C(C(=O)NC1=CC2=C(N=C(S2)CC2=CC=C(C=C2)C(F)(F)F)C=C1)CO 2-(4-(ethylsulfonyl)phenyl)-3-hydroxy-N-(2-(4-(trifluoromethyl)benzyl)benzo[d]thiazol-6-yl)propanamide